3-[2-carboxylatoethyl(dodecyl)amino]propanoate C(=O)([O-])CCN(CCC(=O)[O-])CCCCCCCCCCCC